3-tert-butyl-4-methyl-2-aminothiophene-3,4-dicarboxylate C(C)(C)(C)C1(C(SCC1(C(=O)[O-])C)N)C(=O)[O-]